Ethyl (S)-3-((6-aminoisoquinolin-1-yl)amino)-5-((2-(dimethylamino)-1-(tetrahydro-2H-pyran-4-yl)ethyl)carbamoyl)-6,6-dimethyl-5,6-dihydropyrrolo[3,4-c]pyrazole-1(4H)-carboxylate NC=1C=C2C=CN=C(C2=CC1)NC=1C2=C(N(N1)C(=O)OCC)C(N(C2)C(N[C@H](CN(C)C)C2CCOCC2)=O)(C)C